F[C@@H]1[C@@H](C1)C(=O)NC1=CC=C2C(=N1)N(C=C2C=2C(=NC=CC2)OCC(F)(F)F)COCC[Si](C)(C)C (1S,2S)-2-fluoro-N-[3-[2-(2,2,2-trifluoroethoxy)pyridin-3-yl]-1-[[2-(trimethylsilyl)ethoxy]methyl]pyrrolo[2,3-b]pyridin-6-yl]cyclopropane-1-carboxamide